(S)-1-(1-acryloylpyrrolidin-3-yl)-4-amino-3-((2,6-difluoro-3,5-dimethoxyphenyl)ethynyl)-1H-pyrazolo[4,3-c]pyridine-7-carboxamide C(C=C)(=O)N1C[C@H](CC1)N1N=C(C=2C(=NC=C(C21)C(=O)N)N)C#CC2=C(C(=CC(=C2F)OC)OC)F